C(CCCCC(=O)OCC(CCCC)CC)(=O)OCC(CCCC)CC bis-(2-ethyl hexyl) adipate